C(CCCCC)C=1C=C(C=CC1SC=C)SC1=CC(=C(C=C1)SC=C)CCCCCC bis(3-hexyl-4-(vinylthio) phenyl) sulfide